4-((2R,3S,5R)-3-(3,4-difluoro-2-methoxyphenyl)-5-methyl-5-(trifluoromethyl)tetrahydrothiophene-2-carboxamido)-2-((E)-N'-hydroxycarbamoyl)pyridine 1-oxide FC=1C(=C(C=CC1F)[C@H]1[C@@H](S[C@](C1)(C(F)(F)F)C)C(=O)NC1=CC(=[N+](C=C1)[O-])C(NO)=O)OC